tert-butyl 3-(4-(4-isopropyl-5-(8-methyl-[1,2,4]triazolo[1,5-a]pyridin-6-yl)-1-((2-(trimethylsilyl)ethoxy) methyl)-1H-pyrazol-3-yl)phenyl)azetidine-1-carboxylate C(C)(C)C=1C(=NN(C1C=1C=C(C=2N(C1)N=CN2)C)COCC[Si](C)(C)C)C2=CC=C(C=C2)C2CN(C2)C(=O)OC(C)(C)C